3,5'-bis(hydroxymethyl)-6-((4-methoxybenzyl)oxy)-3',6'-dihydro-[2,4'-biPyridine]-1'(2'H)-carboxylate OCC=1C(=NC(=CC1)OCC1=CC=C(C=C1)OC)C=1CCN(CC1CO)C(=O)[O-]